N-(3-((4-fluorophenyl)sulfonylamino)-4-hydroxyphenyl)-4-(thiophen-2-yl)benzamide tert-butyl-4-[6-(methoxycarbonyl)pyridin-3-yl]piperazine-1-carboxylate C(C)(C)(C)OC(=O)N1CCN(CC1)C=1C=NC(=CC1)C(=O)OC.FC1=CC=C(C=C1)S(=O)(=O)NC=1C=C(C=CC1O)NC(C1=CC=C(C=C1)C=1SC=CC1)=O